BrC=1C=C(C(=NC1)C(C(=O)OC)S(=O)(=O)C)C(F)(F)F methyl 2-[5-bromo-3-(trifluoromethyl)pyridin-2-yl]-2-methanesulfonylacetate